Tert-Butyl 6-[(5-cyclopropyl-1H-pyrazol-3-yl)methyl]-2-azaspiro[3.3]heptane-2-carboxylate C1(CC1)C1=CC(=NN1)CC1CC2(CN(C2)C(=O)OC(C)(C)C)C1